(S)-2-amino-3-(3,4-dimethoxyphenyl)-2-methylpropionate N[C@](C(=O)[O-])(CC1=CC(=C(C=C1)OC)OC)C